[Cl-].[Cl-].C[Si](=[Zr+2](C1C(=C(C=C1CC)C)C)C1C(=C(C=C1CC)C)C)C Dimethylsilylenebis(2,3-dimethyl-5-ethylcyclopentadienyl)zirconium dichloride